CC=1C(=CC=C2C(=CC(OC12)=O)N)OCCN1CCCCC1 8-methyl-4-amino-7-(piperidinoethoxy)coumarin